(R)-1-(8-fluoroisochroman-1-yl)-N-methylmethanaminium (2R,3R)-2,3-bis(benzoyloxy)-3-carboxypropanoate C(C1=CC=CC=C1)(=O)O[C@@H](C(=O)[O-])[C@H](C(=O)O)OC(C1=CC=CC=C1)=O.FC=1C=CC=C2CCO[C@H](C12)C[NH2+]C